5-((2-(4-(2-((3-Chloro-4-cyclobutoxybenzyl)amino)ethyl)-1H-1,2,3-triazol-1-yl)ethyl)amino)benzo[c][2,6]naphthyridine-8-carboxamide ClC=1C=C(CNCCC=2N=NN(C2)CCNC2=NC3=C(C4=CN=CC=C24)C=CC(=C3)C(=O)N)C=CC1OC1CCC1